CN1N=NC2=C1C=CC(=C2C)C(C(C(=O)OC)(C)C)C2=CC(=CC=C2)COCC2=CC=C(C=C2)OC methyl 3-(1,4-dimethyl-1H-benzo[d][1,2,3]triazol-5-yl)-3-(3-(((4-methoxybenzyl)oxy)methyl)phenyl)-2,2-dimethylpropanoate